tert-butyl 4-(6-amino-3-fluoro-2-methylphenyl)piperidine-1-carboxylate NC1=CC=C(C(=C1C1CCN(CC1)C(=O)OC(C)(C)C)C)F